N2-(2-amino-1-methylethyl)propane-1,2-diamine NCC(C)NC(CN)C